ethyl-1H-indole C(C)N1C=CC2=CC=CC=C12